ethyl {[3-({5-[3-amino-2,6-dioxo-4-(trifluoromethyl)-3,6-dihydropyrimidin-1(2H)-yl]-2-chloro-4-fluorophenyl}sulfanyl)pyridin-2-yl]oxy}acetate NN1C(N(C(C=C1C(F)(F)F)=O)C=1C(=CC(=C(C1)SC=1C(=NC=CC1)OCC(=O)OCC)Cl)F)=O